C(#N)CNC(C1=C(C=C(C=C1OC)N1C=NC2=C1C=CC(=C2)C=2C=NN(C2)CC)OC)=O N-(cyanomethyl)-4-[5-(1-ethylpyrazol-4-yl)benzimidazol-1-yl]-2,6-dimethoxy-benzamide